C(C)(C)(C)N=P1(N(CCCN1C)C)N(CC)CC 2-t-butylimino-2-diethylamino-1,3-dimethylperhydro-1,3,2-diazaphosphine